FC1=C2C=CN(C2=C(C=C1)C)C1=CC(=CC=C1)C1=CC=NN1C 4-fluoro-7-methyl-N-(3-(1-methyl-1H-pyrazol-5-yl)phenyl)-1H-indole